1-Hexyl-2,3-diisopropylguanidin C(CCCCC)NC(=NC(C)C)NC(C)C